C(#N)C1=NC(=CC=C1N1CCC(CC1)(C(=O)O)C=1C=CC(=NC1)C=1C(=NC=CC1)OCC)C(F)(F)F 1-[2-cyano-6-(trifluoromethyl)pyridin-3-yl]-4-{2'-ethoxy-[2,3'-bipyridine]-5-yl}piperidine-4-carboxylic acid